CN(C)C1=CC=CC=2S(C3=C(C21)C=CC=C3)(=O)=O N,N-dimethylaminodibenzo[b,d]thiophene 5,5-dioxide